2-(4-((2,6-Bis(bromomethyl)pyridin-4-yl)(methyl)amino)butyl)isoindoline-1,3-dione BrCC1=NC(=CC(=C1)N(CCCCN1C(C2=CC=CC=C2C1=O)=O)C)CBr